ClC1=CC=C2C(=NC=3N(C2=C1)C=NN3)N(C=3C=C(C=CC3)C#CC3(CCC3)O)C 1-((3-((8-chloro-[1,2,4]triazolo[4,3-a]quinazolin-5-yl)(methyl)amino)phenyl)ethynyl)cyclobutan-1-ol